(1r,3r)-1-bromo-3-(trifluoromethyl)cyclobutane BrC1CC(C1)C(F)(F)F